NC=1C=NC(=NC1)C#N 5-aminopyrimidine-2-carbonitrile